FCCOC(C1=C(N=C(C(=C1)C#N)N1CCN(CC1)C(CC1=CC=CC=C1)=O)C(F)(F)F)=O 5-cyano-6-(4-(2-phenylacetyl)piperazin-1-yl)-2-(trifluoromethyl)nicotinic acid-2-fluoroethyl ester